[Si](C)(C)(C(C)(C)C)OC(CC=C)C1=CC(=C(C=N1)C=1C(N(C2=CC(=NC=C2C1)Cl)C)=O)C 3-(6-(1-((tert-butyldimethylsilyl)oxy)but-3-en-1-yl)-4-methylpyridin-3-yl)-7-chloro-1-methyl-1,6-naphthyridin-2(1H)-one